CNNC(=O)[O-] 2-methylhydrazinecarboxylate